(5'S,7a'R)-5'-(3,5-difluorophenyl)-3-{[6-(1H-pyrazol-1-yl)pyrimidin-4-yl]oxy}tetrahydro-3'H-spiro[cyclobutane-1,2'-pyrrolo[2,1-b][1,3]oxazol]-3'-one FC=1C=C(C=C(C1)F)[C@@H]1CC[C@H]2OC3(C(N21)=O)CC(C3)OC3=NC=NC(=C3)N3N=CC=C3